3-Iodo-1-methyl-7-nitro-1H-indazole IC1=NN(C2=C(C=CC=C12)[N+](=O)[O-])C